5-((2R,6S)-4-((1-(2,2-difluorobenzo[d][1,3]di-oxol-5-yl)-1H-imidazol-4-yl)methyl)-6-methylpiperazin-2-yl)-4-methylisobenzofuran-1(3H)-one FC1(OC2=C(O1)C=CC(=C2)N2C=NC(=C2)CN2C[C@H](N[C@H](C2)C)C=2C(=C1COC(C1=CC2)=O)C)F